NC(C(=O)NC1=CC=C(C=C1)C1=C2C(=NC=C1)NC=C2)=CC2=CC=C(C=C2)OC (2R)-2-Amino-3-(4-methoxyphenyl)-N-[4-(1H-pyrrolo[2,3-b]pyridin-4-yl)phenyl]propenamide